6,8-dinitro-quinazolinedione [N+](=O)([O-])C=1C=C2C(NC(NC2=C(C1)[N+](=O)[O-])=O)=O